(3s,4r)-tetrahydro-2H-pyran-3,4-diyldiacetate O1C[C@H]([C@H](CC1)CC(=O)[O-])CC(=O)[O-]